ClC1=C(C(=O)N[C@@H]2CN(C[C@@H]2F)C(=O)C2CC(C2)F)C=CC(=C1)F 2-chloro-4-fluoro-N-[(3R,4S)-4-fluoro-1-(3-fluorocyclobutanecarbonyl)pyrrolidin-3-yl]benzamide